5-(3-(4-(4-((4-(1-cyclopropyl-1H-indol-3-yl)pyrimidin-2-yl)amino)-3-methoxyphenyl)piperazin-1-yl)azetidin-1-yl)-2-(2,6-dioxopiperidin-3-yl)isoindoline-1,3-dione C1(CC1)N1C=C(C2=CC=CC=C12)C1=NC(=NC=C1)NC1=C(C=C(C=C1)N1CCN(CC1)C1CN(C1)C=1C=C2C(N(C(C2=CC1)=O)C1C(NC(CC1)=O)=O)=O)OC